FC1=CC=C(C=C1)C=1C=C2C(NC=NC2=C(C1)NS(=O)(=O)C)=O N-(6-(4-fluorophenyl)-4-oxo-3,4-dihydroquinazolin-8-yl)methanesulfonamide